[Cl-].[Cl-].N1N=CC=C1C1CNCCC1 3-(1H-pyrazol-5-yl)piperidine dichloride